C(CCCCCCCCCCC)OC(CCSCCC(=O)OCCCCCCCCCCCC)=O didodecyl-β,β'-thiodipropionate